C(C)C1=C(C(NC2=CC=C(C=C12)C1CCN(CC1)C1CCN(CC1)C(C)C)=O)C1=CC=C(C=C1)S(=O)(=O)C 4-ethyl-6-(1'-isopropyl-[1,4'-bipiperidin]-4-yl)-3-(4-(methylsulfonyl)phenyl)quinolin-2(1H)-one